L-dopa-glutaric anhydride C1(CCCC(=O)O1)=O.O=C(O)[C@@H](N)CC1=CC=C(O)C(O)=C1